CC=1OC(=CC1C(=O)NC1=NC(=NS1)CC(C)N1CCN(CC1)C)C1=CC(=CC=C1)C#N 2-Methyl-5-(3-cyanophenyl)-N-(3-(2-(4-methylpiperazin-1-yl)propyl)-1,2,4-thiadiazole-5-yl)furan-3-carboxamide